CCCCCCCCCCCCCCCCCCCCCCCC(=O)N[C@@H](COP(=O)(O)O[C@@H]1[C@@H]([C@@H]([C@H]([C@@H]([C@H]1O[C@H]2[C@H]([C@H]([C@@H]([C@H](O2)CO)O)O)O)O)O)O)O)[C@@H](CCCCCCCCCCCCCCC)O The molecule is a mannosylated ceramide phosphoinositol compound having a tetracosanoyl group attached to the ceramide nitrogen, with no hydroxylation at C-4 of the long-chain base or on the very-long-chain fatty acid. It has a role as a Saccharomyces cerevisiae metabolite. It derives from an Ins-1-P-Cer(d18:0/24:0). It is a conjugate acid of a Man-beta1-2-Ins-1-P-Cer(d18:0/24:0)(1-).